C(C)(C)(C)NC(NC=1C(=CC2=C(N=C(N=C2)NCCCN2CCN(CC2)C(=O)OC(C)(C)C)N1)C1=CC(=CC(=C1)OC)OC)=O tert-butyl 4-(3-((7-(3-(tert-butyl)ureido)-6-(3,5-dimethoxyphenyl)pyrido[2,3-d]pyrimidin-2-yl)amino)propyl)piperazine-1-carboxylate